NC1=NC=NN2C1=NC=C2C=2C=C(C=CC2C)S(=O)(=O)N2CC(N(CC2)C2CC2)=O 4-((3-(4-aminoimidazo[2,1-f][1,2,4]triazin-7-yl)-4-methylphenyl)sulfonyl)-1-cyclopropylpiperazin-2-one